imidazo[1,2-a]pyridin-3-yl-(o-tolyl)methanone benzyl-6-{[2-(1-methyl-1H-pyrazol-4-yl)[1,2,4]triazolo[1,5-c]quinazolin-5-yl]amino}-5-oxo-1,4-diazepane-1-carboxylate C(C1=CC=CC=C1)OC(=O)N1CCNC(C(C1)NC1=NC=2C=CC=CC2C=2N1N=C(N2)C=2C=NN(C2)C)=O.N=2C=C(N1C2C=CC=C1)C(=O)C1=C(C=CC=C1)C